4-((cis)-3,3-Difluorohexahydropyrrolo[3,4-b]pyrrol-5(1H)-yl)-2,2-dimethyl-4-oxobutanoic acid FC1([C@H]2[C@@H](NC1)CN(C2)C(CC(C(=O)O)(C)C)=O)F